FC1C(C1)C(=O)NC=1SC2=C(N1)C=CC(=C2)C=2C(=NC=NC2)C(F)(F)F 2-fluoro-N-(6-(4-(trifluoromethyl)pyrimidin-5-yl)benzo[d]thiazol-2-yl)cyclopropane-1-carboxamide